NC1=C2C(=NC=N1)N(N=C2C)C(C)C=2C(=C(C(=C(C2)Cl)C#N)C2CN(C2)C(C)(C)C)OCC 3-{3-[1-(4-Amino-3-methyl-1H-pyrazolo[3,4-d]pyrimidin-1-yl)ethyl]-5-chloro-6-cyano-2-ethoxyphenyl}-N-(tert-butyl)azetidine